O=C1NC(C2CCC1N2C(=O)[O-])C(=O)[O-] 4-oxo-3,8-diazabicyclo[3.2.1]octane-2,8-diformate